(2S,4R)-1-(tert-butoxycarbonyl)-4-(2,3-dichloro-6-methoxyphenyl)piperidine-2-carboxylic acid C(C)(C)(C)OC(=O)N1[C@@H](C[C@@H](CC1)C1=C(C(=CC=C1OC)Cl)Cl)C(=O)O